4-methylpiperazine-1-carboxylic acid [(2s,3s,4E,6r,7s,10r)-10-hydroxy-3,7-dimethyl-2-[(E)-1-[3-(4-methylpiperazin-1-yl) phenyl] prop-1-en-2-yl]-12-oxo-1-oxocyclododec-4-en-6-yl] ester O[C@@H]1CC[C@@H]([C@H](/C=C/[C@@H]([C@H](C(C(C1)=O)=O)/C(=C/C1=CC(=CC=C1)N1CCN(CC1)C)/C)C)OC(=O)N1CCN(CC1)C)C